2-ureido-4[1H]-pyrimidinone methyl-methacrylate COC(C(=C)C)=O.N(C(=O)N)C=1NC=CC(N1)=O